4-(2,4-dioxo-3-azabicyclo[3.1.1]heptan-1-yl)benzenesulfonyl fluoride O=C1C2(CC(C(N1)=O)C2)C2=CC=C(C=C2)S(=O)(=O)F